CC(C[C@@H](C(N[C@@H](C[C@H]1C(NCC1)=O)C(COC(F)(F)F)=O)=O)NC(=O)[C@@H]1OCCC1)(C)C (R)-N-((S)-4,4-dimethyl-1-oxo-1-(((S)-3-oxo-1-((S)-2-oxopyrrolidin-3-yl)-4-(trifluoromethoxy)butan-2-yl)amino)pentan-2-yl)tetrahydrofuran-2-carboxamide